N1(CCC1)C=1C(=CC=2N(C1)N=C(N2)NC2=C(N=NC(=C2)NC(=O)C2CC2)C(=O)NC)OC 4-((6-(azetidin-1-yl)-7-methoxy-[1,2,4]triazolo[1,5-a]pyridin-2-yl)amino)-6-(cyclopropanecarboxamido)-N-methylpyridazine-3-carboxamide